2-(2-(((5-chloro-2-(1H-imidazol-1-yl)phenyl)amino)-2-oxoacetamido)-3-phenylpropionamido)benzoic acid tert-butyl ester C(C)(C)(C)OC(C1=C(C=CC=C1)NC(C(CC1=CC=CC=C1)NC(C(=O)NC1=C(C=CC(=C1)Cl)N1C=NC=C1)=O)=O)=O